(3-fluoro-4-pyridyl)methoxyl-2,3-dihydro-1,4-benzoxazepin-5-one FC=1C=NC=CC1COC1OC2=C(C(NC1)=O)C=CC=C2